F[C@H]1[C@@H]2CCC[C@H](C[C@H]1OC1=CC=C(N=N1)C1=C(C=C(C=C1)C1=NNC=C1)O)N2 2-(6-(((1s,2s,3r,5r)-2-fluoro-9-azabicyclo[3.3.1]non-3-yl)oxy)pyridazin-3-yl)-5-(1H-pyrazol-3-yl)phenol